N1-[5-(4-Fluoro-phenyl)-1-(2-trimethylsilanyl-ethoxymethyl)-1H-imidazol-2-ylmethyl]-N1-(5,6,7,8-tetrahydro-quinolin-8-yl)-butane-1,4-diamine FC1=CC=C(C=C1)C1=CN=C(N1COCC[Si](C)(C)C)CN(CCCCN)C1CCCC=2C=CC=NC12